tert-butyl (3E)-3-{2-[(tert-butyldimethylsilyl)oxy]ethylidene}-4-methyl-2-oxopyrrolidine-1-carboxylate [Si](C)(C)(C(C)(C)C)OC\C=C/1\C(N(CC1C)C(=O)OC(C)(C)C)=O